3,8-diazabicyclo[3.2.1]Octane-8-Carboxylic acid C12CNCC(CC1)N2C(=O)O